4-chloro-1-(1-(4-cyclopropylphenyl)ethyl)-1H-benzo[d][1,2,3]triazole-7-carboxamide ClC1=CC=C(C=2N(N=NC21)C(C)C2=CC=C(C=C2)C2CC2)C(=O)N